FC(C1=CC(=NN1CC(=O)NCC(=O)OC(C)(C)C)C1=NC(=NO1)C1(CC1)C1=C(C=CC=C1)C)F tert-butyl (2-(5-(difluoromethyl)-3-(3-(1-(o-tolyl)cyclopropyl)-1,2,4-oxadiazol-5-yl)-1H-pyrazol-1-yl)acetyl)glycinate